t-Butyl (S)-3-(4-(4-bromo-3-cyanopyrazolo[1,5-a]pyridin-6-yl)-1H-pyrazol-1-yl)pyrrolidine-1-carboxylate BrC=1C=2N(C=C(C1)C=1C=NN(C1)[C@@H]1CN(CC1)C(=O)OC(C)(C)C)N=CC2C#N